FC=1C=C(C=CC1F)N1N=C(C=C1C=O)C#N 1-(3,4-difluorophenyl)-5-formyl-pyrazole-3-carbonitrile